C1(=CC=CC=C1)C=1C=CC2=C(C1)C=1N=CN=C(C1O2)C2=CC(=CC=C2)N2C1=CC=CC=C1C=1C=CC(=CC21)C=2C=CC=1N(C3=CC=CC=C3C1C2)C2=CC=CC=C2 8-phenyl-4-{3-[2-(N-phenyl-9H-carbazol-3-yl)-9H-carbazol-9-yl]phenyl}-[1]benzofuro[3,2-d]pyrimidine